10-bromo-N-((3S,4S,6S)-4-(3,4-difluorophenyl)-6-(2-(methylamino)-2-oxoethyl)piperidin-3-yl)-5,6-dihydropyrazolo[1,5-d]thieno[3,2-f][1,4]oxazepine-2-carboxamide BrC=1C=NN2CCOC3=C(C21)C=C(S3)C(=O)N[C@@H]3CN[C@@H](C[C@H]3C3=CC(=C(C=C3)F)F)CC(=O)NC